3-((3-methoxy-3-oxopropyl)(methyl)amino)azetidine-1-carboxylic acid tert-butyl ester C(C)(C)(C)OC(=O)N1CC(C1)N(C)CCC(=O)OC